platinum-cobalt [Co].[Pt]